tetraphenylborate C1(=CC=CC=C1)[B-](C1=CC=CC=C1)(C1=CC=CC=C1)C1=CC=CC=C1